C(C)(=O)N1CCC(CC1)NCC=1C=CC(=NC1OC)C1=C(C(=NC=C1)C=1C(=C(C=CC1)NC1=NC=CC(=C1F)CNC1CCN(CC1)C(C)=O)Cl)Cl 1-(4-(((2-((3-(5-(((1-acetylpiperidin-4-yl)amino)methyl)-3'-chloro-6-methoxy-[2,4'-bipyridin]-2'-yl)-2-chlorophenyl)amino)-3-fluoropyridin-4-yl)methyl)amino)piperidin-1-yl)ethan-1-one